lanthanum piperidinate N1(CCCCC1)C(=O)[O-].[La+3].N1(CCCCC1)C(=O)[O-].N1(CCCCC1)C(=O)[O-]